O=C1N(C(C2=CC=CC=C12)=O)N(C(ON1C=NC=C1)=O)CC1=CC=C(C=C1)O 1H-imidazol-1-yl (1,3-dioxoisoindolin-2-yl)(4-hydroxybenzyl)carbamate